(6-fluoro-5-(2-(trifluoromethoxy)phenyl)-1H-benzo[d]imidazol-2-yl)methanol FC=1C(=CC2=C(NC(=N2)CO)C1)C1=C(C=CC=C1)OC(F)(F)F